BrC1=C2C(=NN(C2=CC=C1)C(C)C)C bromo-1-isopropyl-3-methyl-1H-indazole